(S)-3-cyclopropyl-N-(1-phenylethyl)-6-(piperidin-4-ylthio)imidazo[1,2-b]pyridazin-8-amine C1(CC1)C1=CN=C2N1N=C(C=C2N[C@@H](C)C2=CC=CC=C2)SC2CCNCC2